(1-METHYL-1H-PYRROLO[2,3-B]PYRIDIN-3-YL)BORONIC ACID CN1C=C(C=2C1=NC=CC2)B(O)O